C(C)OC(=O)C1CCC(CC1)N1C2=NC=NC(=C2N(C1=O)C1=CC=C(C=C1)CNC(C1=C(C=CC(=C1)F)OC)=O)N(CC1=CC=C(C=C1)OC)CC1=CC=C(C=C1)OC (1R,4R)-4-(6-(bis(4-methoxybenzyl)amino)-7-(4-((5-Fluoro-2-methoxybenzamido)methyl)phenyl)-8-oxo-7,8-dihydro-9H-purin-9-yl)cyclohexane-1-carboxylic acid ethyl ester